3-(2-chloro-4'-(2-(2-oxopyridin-1(2H)-yl)propan-2-yl)-[1,1'-biphenyl]-3-yl)piperidine-2,6-dione ClC1=C(C=CC=C1C1C(NC(CC1)=O)=O)C1=CC=C(C=C1)C(C)(C)N1C(C=CC=C1)=O